SC1(SC(NN1)S)C(=O)[O-] 2,5-dimercapto-1,3,4-thiadiazolidinecarboxylate